pentadecan-8-yl 8-[(3-{[2-(methylamino)-3,4-dioxocyclobut-1-en-1-yl]amino}propyl)({8-oxo-8-[(3-propylhexyl)oxy]octyl})amino]octanoate CNC1=C(C(C1=O)=O)NCCCN(CCCCCCCC(=O)OC(CCCCCCC)CCCCCCC)CCCCCCCC(OCCC(CCC)CCC)=O